C(C)(C)(C)OC(=O)NC(=N)N(C1=CC(=CC=C1)O)C(=O)OC(C)(C)C N,N'-di-tert-butoxycarbonyl-N'-(3-hydroxyphenyl)guanidine